glucaric acid diethyl ester C(C)OC([C@H]([C@H]([C@@H]([C@H](C(=O)OCC)O)O)O)O)=O